4-(6-(2,7-diazaspiro[3.5]nonan-2-yl)pyridin-3-yl)-6-(1-methyl-1H-pyrazol-4-yl)pyrazolo[1,5-a]pyridine-3-carbonitrile dihydrochloride Cl.Cl.C1N(CC12CCNCC2)C2=CC=C(C=N2)C=2C=1N(C=C(C2)C=2C=NN(C2)C)N=CC1C#N